[Si](C)(C)(C(C)(C)C)O[C@H](C)[C@H]1C(N[C@@H]1OC(C)=O)=O (3R,4R)-3-[(R)-1-(tert-butyldimethylsilyloxy)ethyl]-4-acetoxy-2-azetidinone